6-Chloro-N-[3-(3-chlorophenyl)-1-methyl-1H-pyrazol-5-yl]quinoline-7-carboxamide ClC=1C=C2C=CC=NC2=CC1C(=O)NC1=CC(=NN1C)C1=CC(=CC=C1)Cl